2-chloro-N-(4-(1-methyl-4-(trifluoromethyl)-1H-imidazol-2-yl)benzyl)pyrido[3,2-d]pyrimidine ClC1N=CC2=C(N1CC1=CC=C(C=C1)C=1N(C=C(N1)C(F)(F)F)C)C=CC=N2